N1(CCCC12CCNCC2)C(=O)C2=C(CN1CCC(CC1)C(=O)O)C=C(C=C2)C(F)(F)F 1-(2-(1,8-diazaspiro[4.5]decane-1-carbonyl)-5-(trifluoromethyl)benzyl)piperidine-4-carboxylic acid